N=1C=C(N2C1C=CC=C2)C(=O)N2CC1=C(CC2)C(=CS1)C(=O)NC1=CC(=CC(=C1)C(F)(F)F)OC1CN(CC1)C 6-(imidazo[1,2-a]pyridine-3-carbonyl)-N-(3-((1-meth-ylpyrrolidin-3-yl)oxy)-5-(trifluoromethyl)phenyl)-4,5,6,7-tetrahydrothieno-[2,3-c]pyridine-3-carboxamide